(R)-2-(7-Chloro-4-oxoquinazolin-3(4H)-yl)-N-(4-(4-fluoro-1-methyl-1H-pyrazol-5-yl)phenyl)-N-methylpropanamide ClC1=CC=C2C(N(C=NC2=C1)[C@@H](C(=O)N(C)C1=CC=C(C=C1)C1=C(C=NN1C)F)C)=O